F[C@@H]1[C@@H](C1)NC1=NC(N(C2=CC(=CC=C12)C(F)(F)F)C1=CC=CC=C1)=O 4-(((1R,2S)-2-fluorocyclopropyl)amino)-1-phenyl-7-(trifluoromethyl)quinazolin-2(1H)-one